2-methyleneethylene C=C=C